N-((4R)-7-chlorochroman-4-yl)-8-(3,5-dichlorophenyl)-4-(dimethylamino)-1,7-naphthyridine-3-carboxamide ClC1=CC=C2[C@@H](CCOC2=C1)NC(=O)C=1C=NC2=C(N=CC=C2C1N(C)C)C1=CC(=CC(=C1)Cl)Cl